C1(CC1)N1N=NC2=C1C=CC(=C2)C2=NN(C(=C2)C2=CC=CC=C2)CC2=CC=C(C(=O)NO)C=C2 4-{[3-(1-cyclopropyl-1H-benzo[d][1,2,3]triazol-5-yl)-5-phenyl-1H-pyrazol-1-yl]methyl}-N-hydroxybenzoamide